C(C1=CC=CC=C1)C1=CC=C(C=C1)OC(C1=CC=C(C=C1)C(C1=CC=CC=C1)=O)=O 4-benzoylbenzoic acid-4-benzylphenyl ester